Tert-butyl (S*)-4-(4-chloro-2-(5-fluoropyridin-2-yl)-1H-imidazol-5-yl)-3-methyl-3,6-dihydropyridine-1(2H)-carboxylate ClC=1N=C(NC1C=1[C@@H](CN(CC1)C(=O)OC(C)(C)C)C)C1=NC=C(C=C1)F |o1:7|